COC=1C(=C2C=CN(C2=C(C1)C)C(=O)OC(C)(C)C)CN1[C@H](CCCC1)C1=C(C=C(C=C1)C(=O)OC)NC tert-Butyl (R)-5-methoxy-4-((2-(4-(methoxycarbonyl)-2-(methylamino)phenyl)piperidin-1-yl)methyl)-7-methyl-1H-indole-1-carboxylate